1-(isopropylimino)hexahydro-1λ6-thiopyran 1-oxide C(C)(C)N=S1(CCCCC1)=O